2-(3-(5-(5,6,7,8-tetrahydro-1,8-naphthyridin-2-yl)pentyloxy)azetidin-1-yl)-2-(4,4,7-trimethylisochroman-5-yl)acetic acid N1=C(C=CC=2CCCNC12)CCCCCOC1CN(C1)C(C(=O)O)C1=C2C(COCC2=CC(=C1)C)(C)C